1,2-Bis(vinylphenyl)ethylen C(=C)C1=C(C=CC=C1)C=CC1=C(C=CC=C1)C=C